O=C1NC(CCC1N1C(C2=CC=CC(=C2C1=O)OCC(=O)NCC1=CC=C(CNC(OC(C)(C)C)=O)C=C1)=O)=O Tert-butyl (4-((2-((2-(2,6-dioxopiperidin-3-yl)-1,3-dioxoisoindolin-4-yl)oxy)acetamido)methyl)benzyl)carbamate